N-(2-Cyano-2'-fluorobiphenyl-3-yl)-5-{[(2-hydroxyethyl)amino]methyl}-1-methyl-2-oxo-1,2-dihydropyridin-3-carboxamid C(#N)C1=C(C=CC=C1NC(=O)C=1C(N(C=C(C1)CNCCO)C)=O)C1=C(C=CC=C1)F